(S)-methyl 2-((tert-butoxycarbonyl)amino)-3-(isoquinolin-6-yl)propanoate C(C)(C)(C)OC(=O)N[C@H](C(=O)OC)CC=1C=C2C=CN=CC2=CC1